C(COCC(=O)O)OCC(=O)O 2,2'-(Ethane-1,2-diylbis(oxy))-diacetic acid